BrC1=CN=C(N1C1=CC=CC=C1)[Si](C)(C)C(C)(C)C 5-Bromo-2-(tert-butyldimethylsilyl)-1-phenyl-1H-imidazole